N-propylbenzamide CCCNC(=O)C1=CC=CC=C1